(3-methyl-3H-imidazo[4,5-b]pyridin-7-yl)methanone CN1C=NC=2C1=NC=CC2C=O